C(C)OC1=CC=C(C=N1)C1=CN=CC(=N1)C(=O)NCCC1=CC(=CC(=C1)OC)C(C)O 6-(6-ethoxypyridin-3-yl)-N-(3-(1-hydroxyethyl)-5-methoxyphenethyl)pyrazine-2-carboxamide